FC([C@@H](C1=CC=C(C=C1)F)N1N=CC(=C1)C1=CN=CC(=N1)C1=CC=2N(C=C1F)N=C(N2)N)(C)F (R)-7-(6-(1-(2,2-difluoro-1-(4-fluorophenyl)propyl)-1H-pyrazol-4-yl)-pyrazin-2-yl)-6-fluoro-[1,2,4]triazolo[1,5-a]pyridin-2-amine